5-(2-methylimidazo[1,2-b]pyridazin-6-yl)-N-(3,3,3-trifluoropropyl)-7H-pyrrolo[2,3-d]pyrimidin-2-amine CC=1N=C2N(N=C(C=C2)C2=CNC=3N=C(N=CC32)NCCC(F)(F)F)C1